8-(1-hydroxyethyl)-2-(4-methoxy-1-piperidyl)-6-methyl-chromen-4-one OC(C)C=1C=C(C=C2C(C=C(OC12)N1CCC(CC1)OC)=O)C